5-bromo-2-methoxy-3,4-lutidine BrC=1C(=C(C(=NC1)OC)C)C